FC1=C(C(=CC=C1\C=C\1/CN[C@@H](C1)C)O)N1CC(NS1(=O)=O)=O (R,Z)-5-(2-fluoro-6-hydroxy-3-((5-methylpyrrolidin-3-ylidene)methyl)phenyl)-1,2,5-thiadiazolidin-3-one 1,1-dioxide